N-(2-amino-1,1-dideuterio-pentyl)carbamic acid tert-butyl ester C(C)(C)(C)OC(NC(C(CCC)N)([2H])[2H])=O